O1CCC(CC1)C(=O)N1C[C@H](CC1)NC=1C2=C(N=CN1)C=NC(=C2)C=2C=C(C(=NC2)OC)C#N (S)-4-(1-(tetrahydropyran-4-carbonyl)pyrrolidin-3-yl)amino-6-(2-methoxy-3-cyanopyridin-5-yl)pyrido[3,4-d]pyrimidine